N[C@@H]1CN(CC[C@H]1F)C1=NC2=C(N1CC=1N=CC(=NC1)C(=O)N)C=C(C(=C2)F)F 5-((2-((3R,4R)-3-Amino-4-fluoro-1-piperidinyl)-5,6-difluoro-1H-benzimidazol-1-yl)methyl)-2-pyrazincarboxamid